BrC=1C=C(COCCOC)C=C(C1)Br 1-(3,5-dibromobenzyloxy)(2-methoxy)-ethane